[O-]CCC.[O-]CCC.[O-]CCC.[Zr+4].C(=CCC)C(=O)[O-] butenyl-carboxylate zirconium (IV) tri-n-propoxide